C(C)(C)(C)OC(NC1=C(C=C(C(=C1)OC)OC)C=O)=O (2-FORMYL-4,5-DIMETHOXY-PHENYL)-CARBAMIC ACID TERT-BUTYL ESTER